NC1CCC(CC1)NC(=O)NC1=NC=C(C(=C1)C1=C(C=C(C=C1)F)OC)Cl 1-((1r,4r)-4-aminocyclohexyl)-3-(5-chloro-4-(4-fluoro-2-methoxyphenyl)pyridin-2-yl)urea